(R)-N-(3-(1-((2-amino-5-(1-methyl-1H-pyrazol-4-yl)pyridin-3-yl)oxy)ethyl)phenyl)-3-chloro-4-(methylthio)benzamide NC1=NC=C(C=C1O[C@H](C)C=1C=C(C=CC1)NC(C1=CC(=C(C=C1)SC)Cl)=O)C=1C=NN(C1)C